acryloyloxydecahydro-1,4:5,8-dimethanonaphthalene C(C=C)(=O)OC12CCC(C3C4CCC(C13)C4)C2